[K+].OC(CP([O-])([O-])=O)P([O-])([O-])=O.[K+].[K+].[K+] hydroxyethylenediphosphonic acid potassium salt